4-[(3S)-3-amino-3-methylpyrrolidin-1-yl]-5-(3-cyanophenyl)-N-(4,4-difluorocyclohexyl)pyridine-3-carboxamide N[C@@]1(CN(CC1)C1=C(C=NC=C1C1=CC(=CC=C1)C#N)C(=O)NC1CCC(CC1)(F)F)C